FC1(C(CN(CC1)C1=NC2=CC=C(C=C2C=C1C(=O)NC1=CC(=NC=C1)C(=O)OC)F)C)F methyl 4-(2-(4,4-difluoro-3-methylpiperidin-1-yl)-6-fluoroquinoline-3-carboxamido)picolinate